COC1=CC=C(OCCC(C=2OC=CC2)NC)C=C1 3-(4-methoxyphenoxy)-1-(furan-2-yl)-N-methylpropylamine